2-[(1-{[2-(hexyloxy)naphthalen-1-yl]methyl}naphthalen-2-yl)oxy]ethan-1-amine C(CCCCC)OC1=C(C2=CC=CC=C2C=C1)CC1=C(C=CC2=CC=CC=C12)OCCN